2-fluoro-6-[(2,5-dihydroxybenzyl)amino]-9-(tetrahydro-2H-pyran-2-yl)-9H-purine FC1=NC(=C2N=CN(C2=N1)C1OCCCC1)NCC1=C(C=CC(=C1)O)O